1,4-bisoxobenzene O=C1C=CC(C=C1)=O